benzyl ((2,6-dioxo-4-phenylcyclohexylidene) methyl)-L-alaninate O=C1C(C(CC(C1)C1=CC=CC=C1)=O)=CN[C@@H](C)C(=O)OCC1=CC=CC=C1